N-(3'-chloro-4'-fluoro-5-fluorobiphenyl-2-yl)-1-methyl-3-difluoromethyl-1H-pyrazole-4-carboxamide ClC=1C=C(C=CC1F)C1=C(C=CC(=C1)F)NC(=O)C=1C(=NN(C1)C)C(F)F